4-(5-Cyano-2-methoxyphenyl)-N-(5-(3-(difluoromethyl)cyclobutane-1-carbonyl)-5,6-dihydro-4H-pyrrolo[3,4-d]thiazol-2-yl)-6-methylnicotinamide C(#N)C=1C=CC(=C(C1)C1=CC(=NC=C1C(=O)NC=1SC2=C(N1)CN(C2)C(=O)C2CC(C2)C(F)F)C)OC